4-hydroxy-3-methoxybenzylamine hydrochloride Cl.OC1=C(C=C(CN)C=C1)OC